3-{[1-(4-chloro-3-fluorophenyl)-3-methyl-1H-1,2,4-triazol-5-yl]methyl}-1-methyl-1-{[1-(6-methylpyridin-3-yl)-1H-1,2,4-triazol-5-yl]methyl}urea ClC1=C(C=C(C=C1)N1N=C(N=C1CNC(N(CC1=NC=NN1C=1C=NC(=CC1)C)C)=O)C)F